C(CC=C)OC=1C=2N(C=C(N1)C1=CC(=NC=C1OC)[C@@H](C)N(C(=O)NC(CF)CC=C)CC)C=CN2 1-((R)-1-(4-(8-(but-3-en-1-yloxy)imidazo[1,2-a]pyrazin-6-yl)-5-methoxypyridin-2-yl)ethyl)-1-ethyl-3-(1-fluoropent-4-en-2-yl)urea